1-methyl-3-((1-(2,2,2-trifluoroethyl)pyrrolidin-2-yl)methyl)-1,3-dihydro-2H-benzo[d]imidazol-2-one CN1C(N(C2=C1C=CC=C2)CC2N(CCC2)CC(F)(F)F)=O